N-(1-(1-(3,4-Difluoro-5-hydroxyphenyl)-1H-indazol-5-yl)azetidine-3-yl)methane-sulfonamide FC=1C=C(C=C(C1F)O)N1N=CC2=CC(=CC=C12)N1CC(C1)NS(=O)(=O)C